O=C1N(CC2=CC(=CC=C12)O[C@@H]1CN(CC1)CC=1C=C2C=NC(=NC2=CC1)[C@@H]1COCC1)[C@@H]1C(NC(CC1)=O)=O (S)-3-(1-Oxo-5-(((S)-1-((2-((R)-tetrahydrofuran-3-yl)quinazolin-6-yl)methyl)-pyrrolidin-3-yl)oxy)isoindolin-2-yl)piperidine-2,6-dione